NCC1=C(C=NN(C1=O)CC(=O)NC1=CC(=C(C=C1)C)S(N(C)C)(=O)=O)Cl 2-[5-(aminomethyl)-4-chloro-6-oxo-pyridazin-1-yl]-N-[3-(dimethylsulfamoyl)-4-methyl-phenyl]acetamide